salicylic acid allyl ester C(C=C)OC(C=1C(O)=CC=CC1)=O